6-(4-fluorophenyl)-8-methoxy-N-((2-methyl-2H-tetrazol-5-yl)methyl)quinazolin-4-amine FC1=CC=C(C=C1)C=1C=C2C(=NC=NC2=C(C1)OC)NCC=1N=NN(N1)C